Cl.NC1(C(C(CCC1)O)=O)C1=C(C(=CC=C1)Cl)F 2-amino-2-(3-chloro-2-fluorophenyl)-6-hydroxycyclohexane-1-one hydrochloride